(20R,24S)-20-amino-1-(4-((6-amino-2-(butylamino)-8-hydroxy-9H-purin-9-yl)methyl) phenyl)-1,4,19-trioxo-22-thia-2,5,9,14,18-pentaazapentacosane-24,25-diyl dipalmitate C(CCCCCCCCCCCCCCC)(=O)O[C@H](CSC[C@@H](C(NCCCNCCCCNCCCNC(CNC(=O)C1=CC=C(C=C1)CN1C2=NC(=NC(=C2N=C1O)N)NCCCC)=O)=O)N)COC(CCCCCCCCCCCCCCC)=O